NC=1C(=NN(C1)C1CN(C1)C1CCN(CC1)C(C)=O)C(F)F (4-(3-(4-amino-3-(difluoromethyl)-1H-pyrazol-1-yl)azetidin-1-yl)piperidin-1-yl)ethanone